ClC1=CC=2C=C3N(C(=NN(C3=O)CC(=O)NC3=CN=CS3)C(C)C)C2S1 2-(2-Chloro-8-isopropyl-5-oxothieno[3',2':4,5]pyrrolo[1,2-d][1,2,4]triazin-6(5H)-yl)-N-(thiazol-5-yl)acetamide